C(C)(C)NC(N(CC1=C(C=CC=C1)CNC)CC(=O)NC=1C=C2CC3(C(NC4=NC=CC=C43)=O)CC2=CC1)=O 2-(3-Isopropyl-1-(2-((methylamino)methyl)benzyl)ureido)-N-(2'-oxo-1,1',2',3-tetrahydrospiro[indene-2,3'-pyrrolo[2,3-b]pyridin]-5-yl)acetamide